2-((1-methyl-1H-pyrazol-4-yl)oxy)ethane-1-amine CN1N=CC(=C1)OCCN